F[C@H]1CN(CC[C@H]1NC=1C=2N(C=CC1)C(=C(N2)C#CCNC=2N(C(=CN2)C(=O)NC)C)SC(F)(F)F)C 2-((3-(8-(((3S,4R)-3-fluoro-1-methylpiperidin-4-yl)amino)-3-((trifluoromethyl)thio)imidazo[1,2-a]pyridin-2-yl)prop-2-yn-1-yl)amino)-N,1-dimethyl-1H-imidazole-5-carboxamide